OC1=C(C(=CC(=C1)OC)OC)C(C=CC1=CC=C(C=C1)OC(C)C)=O 1-(2-Hydroxy-4,6-dimethoxyphenyl)-3-(4-propan-2-yloxyphenyl)prop-2-en-1-one